1-methyl-1H-indazol-3-yl-piperidin-2,6-dione CN1N=C(C2=CC=CC=C12)N1C(CCCC1=O)=O